F/C=C(\CNC(OC(C)(C)C)=O)/COC=1C=C2CCN(C(C2=CC1)=O)C1=CC=CC=C1 t-Butyl N-[(E)-3-fluoro-2-[(1-oxo-2-phenyl-3,4-dihydroisoquinolin-6-yl)oxymethyl]allyl]carbamate